BrC1=CC(=C(C=C1)NC=1N(C(C=C2CCN(C(C12)=O)OCCO)=O)C)Cl 8-((4-bromo-2-chlorophenyl)amino)-2-(2-hydroxyethoxy)-7-methyl-3,4-dihydro-2,7-naphthyridine-1,6(2h,7h)-dione